2-acetamido-4-bromo-benzoic acid C(C)(=O)NC1=C(C(=O)O)C=CC(=C1)Br